BrC=1C(=NN(C1)C)C=O 4-bromo-1-methylpyrazole-3-carboxaldehyde